(E)-2-methoxypyridine COC1=NC=CC=C1